C1(=CC=CC=C1)C1=C(C(=O)NC1=O)C1=NN=NC=C1 phenyl-triazinyl-maleimide